(S)-2-fluoro-4-(2-((pyrrolidin-3-ylmethyl)amino)-6-(2-(trifluoromethoxy)phenyl)quinazolin-4-yl)benzonitrile FC1=C(C#N)C=CC(=C1)C1=NC(=NC2=CC=C(C=C12)C1=C(C=CC=C1)OC(F)(F)F)NC[C@@H]1CNCC1